BrC=1C=C2C(=NC1)C=C(O2)C(=O)OCC ethyl 6-bromofuro[3,2-b]pyridine-2-carboxylate